BrC1=CC(=C(C=C1)CC(=O)OC)Cl Methyl 2-(4-bromo-2-chloro-phenyl)acetate